tert-butyl 4-oxo-2-thia-1,3,8-triazaspiro[4.5]decane-8-carboxylate 2,2-dioxide O=C1NS(NC12CCN(CC2)C(=O)OC(C)(C)C)(=O)=O